N=1N(N=CC1)C(C)(C)C1=NN(C(=C1)C1(N=C(C2=C(N1)NC=C2Cl)NC2CCC2)N)C2CC2 2-(3-(2-(2H-1,2,3-triazol-2-yl)propan-2-yl)-1-cyclopropyl-1H-pyrazol-5-yl)-5-chloro-N4-cyclobutyl-7H-pyrrolo[2,3-d]pyrimidine-2,4-diamine